4-(6-(6-((3-fluoro-4-methoxypyridin-2-yl)methyl)-3,6-diazabicyclo[3.1.1]heptan-3-yl)pyridin-3-yl)-6-(2-hydroxy-2-methylpropoxy)pyrazolo[1,5-a]pyridine-3-carbonitrile FC=1C(=NC=CC1OC)CN1C2CN(CC1C2)C2=CC=C(C=N2)C=2C=1N(C=C(C2)OCC(C)(C)O)N=CC1C#N